Pentabromoethane BrC(C(Br)(Br)Br)Br